Methyl 2-(3,5-dichloro-4-((5-cyclohexyl-6-oxo-1,6-dihydropyridazin-3-yl) oxy) phenyl)-3,5-dioxo-2,3,4,5-tetrahydro-1,2,4-triazine-6-carboxylate ClC=1C=C(C=C(C1OC1=NNC(C(=C1)C1CCCCC1)=O)Cl)N1N=C(C(NC1=O)=O)C(=O)OC